deoxyadenosine triphosphate P(O)(=O)(OP(=O)(O)OP(=O)(O)O)OC[C@@H]1[C@H](C[C@@H](O1)N1C=NC=2C(N)=NC=NC12)O